Ethyl (2E)-3-(7-chloro-1,4-dimethyl-1H-benzotriazol-5-yl)prop-2-enoate ClC1=CC(=C(C2=C1N(N=N2)C)C)/C=C/C(=O)OCC